FC(C=1C(=C(C=CC1)[C@@H](C)NC=1C2=C(N=CN1)N=C(C(=C2)N2CCN(CC2)C)OC)F)F (R)-N-(1-(3-(difluoromethyl)-2-fluorophenyl)ethyl)-7-methoxy-6-(4-methylpiperazin-1-yl)pyrido[2,3-d]pyrimidin-4-amine